CSC1=CC=C(C=CC2=C(N=NN2)C(=O)O)C=C1 5-(4-(methylthio)styryl)-1H-1,2,3-triazole-4-carboxylic acid